(trimethyl)(methylcyclopentadienyl)platinum C[Pt](C1(C=CC=C1)C)(C)C